ferrous aspartoglycinate N([C@@H](CC(=O)O)C(=O)O)NCC(=O)[O-].[Fe+2].N([C@@H](CC(=O)O)C(=O)O)NCC(=O)[O-]